NC1=CC2=C(N=C(N2)C2=CC=C(C=C2)N)C=C1 5-amino-2-(p-aminophenyl)benzimidazole